C1(=CC=CC=C1)N1C=2N(C3=C(C1=O)C=NC(=N3)NC3=CC=C(C=C3)N3CCN(CC3)C)CCN2 6-phenyl-2-((4-(4-methylpiperazin-1-yl)phenyl)amino)-8,9-dihydroimidazo[1,2-a]pyrimido[5,4-e]pyrimidin-5(6H)-one